(3-chloro-4-fluorophenyl)(trans-4-(trifluoro-methyl)cyclohexyl)methanamine ClC=1C=C(C=CC1F)C(N)[C@@H]1CC[C@H](CC1)C(F)(F)F